(S)-2-(3,5-difluorophenyl)-2-hydroxy-N-(3-methyl-4-(6-methylpyridin-3-yl)phenyl)acetamide FC=1C=C(C=C(C1)F)[C@@H](C(=O)NC1=CC(=C(C=C1)C=1C=NC(=CC1)C)C)O